2,6-dimethyl-1-aminoindan CC1C(C2=CC(=CC=C2C1)C)N